2-((3-azabicyclo[3.2.1]oct-3-yl)methyl)-6-(3-((1r,3r)-3-methoxy-1-(4-methyl-4H-1,2,4-triazol-3-yl)cyclobutyl)phenyl)-4-(trifluoromethyl)-1,6-dihydro-7H-pyrrolo[2,3-c]pyridin-7-one C12CN(CC(CC1)C2)CC2=CC1=C(C(N(C=C1C(F)(F)F)C1=CC(=CC=C1)C1(CC(C1)OC)C1=NN=CN1C)=O)N2